3,5-diaminobenzenecarboxylic acid NC=1C=C(C=C(C1)N)C(=O)O